5-Bromo-8-((1,1-dioxidotetrahydro-2H-thiopyran-3-yl)amino)-2-methyl-2,7-naphthyridin-1(2H)-one BrC1=C2C=CN(C(C2=C(N=C1)NC1CS(CCC1)(=O)=O)=O)C